(S)-4-(1-(4-fluoropyridin-2-yl)pyrrolidin-3-yl)morpholine FC1=CC(=NC=C1)N1C[C@H](CC1)N1CCOCC1